N[C@@H]1C(CN(C1)C(C)=O)(C)C 1-[(4R)-4-amino-3,3-dimethylpyrrolidin-1-yl]ethan-1-one